ClC1=C(OC2=C(C=CC3=C2NC(=NS3(=O)=O)NCC3=NC(=CC=C3)F)F)C=CC=C1 5-(2-chlorophenoxy)-6-fluoro-3-(((6-fluoropyridin-2-yl)methyl)amino)-4H-benzo[e][1,2,4]thiadiazine 1,1-dioxide